(R)-2-(1-(4-(cyclopent-1-en-1-yl)thiophen-2-yl)cyclopropyl)-6-(2-hydroxy-2-(3-(trifluoromethyl)phenyl)acetyl)-3,5,6,7,8,9-hexahydro-4H-pyrimido[5,4-c]azepin-4-one C1(=CCCC1)C=1C=C(SC1)C1(CC1)C=1NC(C=2CN(CCCC2N1)C([C@@H](C1=CC(=CC=C1)C(F)(F)F)O)=O)=O